CC1=NOC(=C1C=1C=C2C(=NC(=NC2=CC1)C1=CC=C(S1)CO)N1[C@H](COCC1)C1=CC=CC=C1)C (S)-(5-(6-(3,5-dimethylisoxazol-4-yl)-4-(3-phenylmorpholino)quinazolin-2-Yl)thiophen-2-yl)methanol